C(C)(C)(C)OCCCCO butylene glycol mono-tert-butyl ether